C(C)(C)(C)[Si](C=1N(C2=NC=C(C=C2C1)OCC(=O)N)C)(F)C(C)(C)C {2-[di(tert-butyl)(fluoro)silyl]-1-methyl-1H-1,7-diazainden-5-yloxy}acetamide